BrC=1C(=C(C(=NC1)N)[N+](=O)[O-])C(F)F 5-bromo-4-(difluoromethyl)-3-nitro-pyridin-2-amine